C1(C=CC=C1)[Ti](CC(C)(C)C)(CC(C)(C)C)C1C=CC=C1 bis(cyclopentadienyl)dineopentyl-titanium